1-[(3-fluoropiperidin-4-yl)methyl]-3-{[4-(methoxymethyl)phenyl]methyl}-1-methylurea FC1CNCCC1CN(C(=O)NCC1=CC=C(C=C1)COC)C